6-Bromo-3-(methyl-d3)benzo[d]thiazol-2(3H)-one BrC1=CC2=C(N(C(S2)=O)C([2H])([2H])[2H])C=C1